O=C1C2(CCC(C(N1)=O)O2)C2=CC=C(C=C2)C2CCN(CC2)CC(=O)OC(C)(C)C tert-Butyl 2-[4-[4-(2,4-dioxo-8-oxa-3-azabicyclo[3.2.1]octan-1-yl)phenyl]piperidin-1-yl]acetate